FC(OC=1C=C(C=CC1)NC(OCC1=CC=C2C=C(C(=NC2=C1)C)C1C(NC(CC1)=O)=O)=O)(F)F (3-(2,6-dioxopiperidin-3-yl)-2-methylquinolin-7-yl)methyl (3-(trifluoromethoxy)phenyl)carbamate